C(C)(=O)N1CCC(CC1)NCC=1C(=C(C=CC1)NC1=C(C(=NC=C1)C=1C(=C(C=CC1)C1=CC=C(C(=N1)OC)CNC[C@@H]1CCC(N1)=O)Cl)Cl)F (S)-5-((((6-(3-(4-((3-(((1-acetylpiperidin-4-yl)amino)methyl)-2-fluorophenyl)amino)-3-chloropyridin-2-yl)-2-chlorophenyl)-2-methoxypyridin-3-yl)methyl)amino)methyl)pyrrolidin-2-one